CC(CCOC(CCC(=O)O)OCCC(CCCC(C)C)C)CCCC(C)C 4,4-bis((3,7-Dimethyloctyl)Oxy)Butanoic Acid